FC1=CC=C(C=C1)CN1C(=NOC1=O)CC=1C(=NC=CC1)C 4-[(4-fluorophenyl)methyl]-3-[(2-methylpyridin-3-yl)methyl]-4,5-dihydro-1,2,4-oxadiazol-5-one